Dibutyl 9,9'-((3-((2-(4-(2-((4-(bis(9-butoxy-2-hydroxy-9-oxononyl)amino)butanoyl)oxy)ethyl)piperazin-1-yl)ethyl)disulfaneyl)propyl)azanediyl)bis(8-hydroxynonanoate) C(CCC)OC(CCCCCCC(CN(CCCC(=O)OCCN1CCN(CC1)CCSSCCCN(CC(CCCCCCC(=O)OCCCC)O)CC(CCCCCCC(=O)OCCCC)O)CC(CCCCCCC(OCCCC)=O)O)O)=O